(3S,5R)-3,5-dimethylmorpholine hydrochloride Cl.C[C@@H]1N[C@@H](COC1)C